hydroxy-5-tert-octylbenzotriazole OC1=C(C=CC=2NN=NC21)C(C)(C)CC(C)(C)C